4-(difluoromethyl)-5-(4,6-dimorpholinopyrimidin-2-yl)pyridin-2-amine FC(C1=CC(=NC=C1C1=NC(=CC(=N1)N1CCOCC1)N1CCOCC1)N)F